C(C)(C)(C)OC(=O)N1C2=C(OCC1)C=CC(=C2)C(C(=O)OCC)O 6-(2-ethoxy-1-hydroxy-2-oxoethyl)-2,3-dihydro-4H-benzo[b][1,4]oxazine-4-carboxylic acid tert-butyl ester